C(C(=C)C)(=O)OCC(CO[SiH2]C(O[Si](C)(C)C)O[Si](C)(C)C)O 3-methacryloxy-2-hydroxypropoxybis(trimethylsiloxy)methyl-silane